C(C(=O)O)NCl N-chloroglycine